C(CC)(=O)ON[P@@](=O)(OC1=CC=CC=C1)OC[C@H]1O[C@@]([C@@H]([C@@H]1O)O)(C#N)C1=CC=C2C(=NC=NN21)N ((S)-((((2R,3S,4R,5R)-5-(4-aminopyrrolo[2,1-f][1,2,4]triazin-7-yl)-5-cyano-3,4-dihydroxytetrahydrofuran-2-yl) methoxy) (phenoxy) phosphoryl) amino) propanoate